NC1=C(C=NC(=C1)C(=O)OC)C1=CC2(CC(C2)(F)F)CCN1C(=O)OC(C)(C)C tert-butyl 6-[4-amino-6-(methoxycarbonyl)pyridin-3-yl]-2,2-difluoro-7-azaspiro[3.5]non-5-ene-7-carboxylate